(3S)-3-[5-[4-[[1-[4-[(1R,2R)-6-hydroxy-2-tetrahydropyran-4-yl-tetralin-1-yl]phenyl]-4-piperidyl]methyl]piperazin-1-yl]-1-oxo-isoindolin-2-yl]piperidine-2,6-dione OC=1C=C2CC[C@@H]([C@@H](C2=CC1)C1=CC=C(C=C1)N1CCC(CC1)CN1CCN(CC1)C=1C=C2CN(C(C2=CC1)=O)[C@@H]1C(NC(CC1)=O)=O)C1CCOCC1